[Cu].[Pb].[Zn] zinc-lead copper